3-fluoro-5-(((2aS,3R,4R)-1,2,3,3,4,4-hexafluoro-2a-hydroxy-2,2a,3,4-tetrahydro-1H-cyclopenta[cd]inden-7-yl)oxy)benzonitrile FC=1C=C(C#N)C=C(C1)OC1=CC=C2C=3[C@](C(C(C13)F)F)(C(C2(F)F)(F)F)O